1-[(1R)-1-(4-aminoimidazo[4,5-c]quinolin-1-yl)ethyl]cyclopent-3-enol NC1=NC=2C=CC=CC2C2=C1N=CN2[C@H](C)C2(CC=CC2)O